Cl.N[C@@H](CCC(=O)N)[C@@H](C)OCC1=CC=C(C=C1)CCCCCC1=CC=CC=2N(C(N(C21)C)=O)C2C(NC(CC2)=O)=O (4S,5R)-4-amino-5-[(4-[5-[1-(2,6-dioxopiperidin-3-yl)-3-methyl-2-oxo-1,3-benzodiazol-4-yl]pentyl]phenyl)meth-oxy]hexanamide hydrochloride